COC(CC1CC(=NO1)C1=CC=C(C=C1)O)=O 3-(4-hydroxyphenyl)-4,5-dihydro-5-isoxazoleacetic acid methyl ester